(S)-4-(3-(2-Chloro-5-(trifluoromethyl)phenethyl)-3-(dimethylamino)piperidin-1-yl)-N-(2,4-dimethoxybenzyl)-2,6-difluoro-N-(pyrimidin-4-yl)benzenesulfonamide ClC1=C(CC[C@]2(CN(CCC2)C2=CC(=C(C(=C2)F)S(=O)(=O)N(C2=NC=NC=C2)CC2=C(C=C(C=C2)OC)OC)F)N(C)C)C=C(C=C1)C(F)(F)F